N,N-bis(4-methoxybenzyl)-7-(1H-pyrazol-4-yl)pyrrolo[2,1-f][1,2,4]triazin-4-amine COC1=CC=C(CN(C2=NC=NN3C2=CC=C3C=3C=NNC3)CC3=CC=C(C=C3)OC)C=C1